C1(CCCC1)C=1N(N=C2C=CC(=CC12)C1=NC(=NC=C1F)NC1=NC=C(C=C1)CN1CCN(CC1)C(C)C)C 4-(3-cyclopentyl-2-methyl-2H-indazol-5-yl)-5-fluoro-N-(5-((4-isopropylpiperazin-1-yl)methyl)pyridin-2-yl)pyrimidin-2-amine